CN1CC(CC1=O)C(=O)NCC=1C=CC=2NC3=CC=C(C=C3OC2C1)C(F)(F)F 1-Methyl-5-oxo-N-((7-(trifluoromethyl)-10H-phenoxazin-3-yl)methyl)pyrrolidine-3-carboxamide